O1C2=C(OCC1)C=C(C=C2)C(=O)N 2,3-dihydrobenzo[b]1,4-dioxin-6-carboxamide